ethyl N-(1-cyanocyclopropyl)-N-[5-[1-[4-(difluoromethoxy)-2-methyl-5-(1,1,2,2,2-pentafluoroethyl)pyrazol-3-yl]pyrazol-4-yl]-2-(trifluoromethyl)benzoyl]carbamate C(#N)C1(CC1)N(C(OCC)=O)C(C1=C(C=CC(=C1)C=1C=NN(C1)C=1N(N=C(C1OC(F)F)C(C(F)(F)F)(F)F)C)C(F)(F)F)=O